O=C1NC(CCC1N1CC2=CC=C(C=C2C1=O)C#N)=O 2-(2,6-dioxo-3-piperidinyl)-3-oxo-isoindoline-5-carbonitrile